{[(1R)-1-(2-methylphenyl)ethoxy]carbonyl-(amino)-1,2-oxazol-5-yl}-2-azaspiro[3.3]heptan-2-yl-(phenyl)cyclopropane CC1=C(C=CC=C1)[C@@H](C)OC(=O)C=1C(=NOC1C1C(C1)(C1=CC=CC=C1)N1CC2(C1)CCC2)N